C1(CC1)CC#CC1=CC=C(C=C1)O 4-(3-cyclopropylprop-1-ynyl)phenol